methyl 4-((1-(tert-butoxycarbonyl)piperidin-4-yl)methylamino)-6-chloropyridazine-3-carboxylate C(C)(C)(C)OC(=O)N1CCC(CC1)CNC1=C(N=NC(=C1)Cl)C(=O)OC